(2S,4R)-4-[(5-fluoro-2-pyridinyl)oxy]-2-methyl-pyrrolidine-1-carboxylic acid tert-butyl ester C(C)(C)(C)OC(=O)N1[C@H](C[C@H](C1)OC1=NC=C(C=C1)F)C